stearic acid (tetrastearate) C(CCCCCCCCCCCCCCCCC)(=O)O.C(CCCCCCCCCCCCCCCCC)(=O)O.C(CCCCCCCCCCCCCCCCC)(=O)O.C(CCCCCCCCCCCCCCCCC)(=O)O.C(CCCCCCCCCCCCCCCCC)(=O)O